N1(N=CC=C1)C1=CC(=NC=N1)NC(C(=O)O)CCN(CCCCC1=NC=2NCCCC2C=C1)C[C@@H](C)OC 2-((6-(1H-pyrazol-1-yl)pyrimidin-4-yl)amino)-4-(((R)-2-methoxypropyl)(4-(5,6,7,8-tetrahydro-1,8-naphthyridin-2-yl)butyl)amino)butanoic acid